3-(4-Bromothiophen-2-yl)propanoic acid BrC=1C=C(SC1)CCC(=O)O